FC=1C(=C2C(=NC(=NC2=C(C1)F)OC[C@]12CCCN2C[C@@H](C1)F)N1CC=2N(CC1)N=C(C2)C(=O)NC(C)C)OC 5-(6,8-difluoro-2-(((2R,7aS)-2-fluorotetrahydro-1H-pyrrolizin-7a(5H)-yl)methoxy)-5-methoxyquinazolin-4-yl)-N-isopropyl-4,5,6,7-tetrahydropyrazolo[1,5-a]pyrazine-2-carboxamide